C(#C)C=1C(=C(C=CC1)NC1=NC=NC2=CC(=CC=C12)OC)F N-(3-ethynyl-2-fluorophenyl)-7-methoxyquinazolin-4-amine